[SiH3][SiH2][SiH2][SiH2][SiH2][SiH2][SiH3] heptasilane